N1(C=NC=C1)C(=O)OC(CCCC(=O)OCCCCCCC)CCCC(=O)OCCCCCCC Diheptyl 5-((1H-imidazole-1-carbonyl)oxy)nonanedioate